N-((3R,5S)-5-(methoxymethyl)pyrrolidin-3-yl)oxazole-2-carboxamide COC[C@@H]1C[C@H](CN1)NC(=O)C=1OC=CN1